3-cyano-5-(2-hydroxyethoxy)-N-(4-(2-hydroxyethoxy)phenyl)benzamide C(#N)C=1C=C(C(=O)NC2=CC=C(C=C2)OCCO)C=C(C1)OCCO